CN(C)[SiH2]C=C(CC)CC (Dimethylamino)diethylvinylsilane